C(CCCCC)C1=CC=C(C=C1)CC=1C(C2=CC=CC=C2C(C1O)=O)=O 2-[(4-hexylphenyl)methyl]-3-hydroxy-[1,4]naphthoquinone